BrC=1C=C(C(=O)O)C=C(C1C(C)(C)O)F 3-bromo-5-fluoro-4-(2-hydroxypropan-2-yl)benzoic acid